COC1=C2C(=NN(C2=CC=C1[C@H](C(F)(F)F)OC)C([2H])([2H])[2H])N |o1:11| (R*)-4-methoxy-1-(methyl-d3)-5-(2,2,2-trifluoro-1-methoxyethyl)-1H-indazol-3-amine